(R)-5-(4-chlorobenzyl)-3-(oxetan-3-ylmethyl)oxazolidin-2-one ClC1=CC=C(C[C@@H]2CN(C(O2)=O)CC2COC2)C=C1